methyl 2-(2-(difluoromethyl)-5-methoxypyridin-4-yl)-4-methylbenzoate FC(C1=NC=C(C(=C1)C1=C(C(=O)OC)C=CC(=C1)C)OC)F